CC(C(C)=O)=NO butanedione monooxime